ClC1=C(C=2N=C(N=C(C2C=N1)N1C[C@@H](N(CC1)C(=O)OCC1=CC=CC=C1)CC#N)OC[C@@H]1N(CCC1)C)F benzyl (2S)-4-[7-chloro-8-fluoro-2-[[(2R)-1-methylpyrrolidin-2-yl]methoxy]pyrido[4,3-d]pyrimidin-4-yl]-2-(cyanomethyl)piperazine-1-carboxylate